1,6-dimethylcarbazole CC1=CC=CC=2C3=CC(=CC=C3NC12)C